C(CCCCC)C(COC(CCCCCCC(CCCCCCCCCC)=O)=O)CCCCCCCC.CN(CCCNC(CCCCC=CC(=O)OCC(CCCCCCCC)CCCCCC)CCCCCCCCCC)C 2-hexyldecyl 8-{[3-(dimethylamino)propyl]amino}octadecenoate 2-Hexyldecyl-8-oxooctadecanoate